3-[2-[(tert-butyldimethylsilyl)oxy]ethyl]-5-(2,3-dichloro-6-[[2-(trimethylsilyl)ethoxy]methoxy]phenyl)-1,3-oxazolidin-2-one [Si](C)(C)(C(C)(C)C)OCCN1C(OC(C1)C1=C(C(=CC=C1OCOCC[Si](C)(C)C)Cl)Cl)=O